3-(5-methyl-1H-pyrazol-3-yl)urea CC1=CC(=NN1)NC(N)=O